COC1=CC=C(CN(C2=NC=CC=C2C(C)NCCO)CC2=CC=C(C=C2)OC)C=C1 2-((1-(2-(bis(4-methoxybenzyl)amino)pyridin-3-yl)ethyl)amino)ethan-1-ol